COC1CN(C1)CCC=1C(=CC(N(C1)C(C(=O)OCC)CC(C)C)=O)C(F)(F)F ethyl 2-(5-(2-(3-methoxyazetidin-1-yl)ethyl)-2-oxo-4-(trifluoromethyl)pyridin-1(2H)-yl)-4-methylpentanoate